1,1'-(oxybis(ethane-2,1-diyl))bis(3-(4-(trifluoromethyl)phenyl)urea) O(CCNC(=O)NC1=CC=C(C=C1)C(F)(F)F)CCNC(=O)NC1=CC=C(C=C1)C(F)(F)F